OCC(C)(C)NC1=NC(=C(C(=O)NC2=CC(=C(C=C2)C)C=2OC=CN2)C=C1)N1CCC2(CC2)CC1 6-((1-hydroxy-2-methylpropan-2-yl)amino)-N-(4-methyl-3-(oxazol-2-yl)phenyl)-2-(6-azaspiro[2.5]oct-6-yl)nicotinamide